[N+](=O)([O-])C1=C(C=C2CCCN(C2=C1)C(=O)OC(C)(C)C)C(=O)OC 1-(tert-butyl) 6-methyl 7-nitro-3,4-dihydroquinoline-1,6(2H)-dicarboxylate